CC(C(=O)O)C 2-methyl-propionic Acid